1-amino-4-(2-hydroxyethyl)amino-5-chloro-2-nitrobenzene NC1=C(C=C(C(=C1)Cl)NCCO)[N+](=O)[O-]